N1C=NC2=C1C=CC(=C2)N2C(OC[C@@H]2C2=C(C#N)C=C(C=C2)N2CC(CC2)(F)F)=O (S)-2-(3-(1H-benzo[d]imidazol-5-yl)-2-oxooxazolidin-4-yl)-5-(3,3-difluoropyrrolidin-1-yl)benzonitrile